methyl 5-((5-(4-(trifluoromethyl)phenyl)oxazol-2-yl)amino)picolinate FC(C1=CC=C(C=C1)C1=CN=C(O1)NC=1C=CC(=NC1)C(=O)OC)(F)F